methyl (E)-8-[4-amino-1-[(1R,3R)-3-(tert-butoxycarbonylamino)-cyclohexyl]-3-[4-[[4-(trifluoromethyl)-2-pyridyl]carbamoyl]phenyl]pyrazolo[4,3-c]pyridin-7-yl]oct-7-enoate NC1=NC=C(C2=C1C(=NN2[C@H]2C[C@@H](CCC2)NC(=O)OC(C)(C)C)C2=CC=C(C=C2)C(NC2=NC=CC(=C2)C(F)(F)F)=O)/C=C/CCCCCC(=O)OC